(rac)-Ethanesulfonic acid ethyl-{1-[5-(1-methyl-2-oxo-1,2,3,4-tetrahydro-quinolin-6-yl)-pyridin-3-yl]-ethyl}-amide C(C)N(S(=O)(=O)CC)[C@H](C)C=1C=NC=C(C1)C=1C=C2CCC(N(C2=CC1)C)=O |r|